(R)-3-(hydroxymethyl)piperazine-1-carboxylic acid OC[C@H]1CN(CCN1)C(=O)O